ClC=1C=C(C=CC1F)NC1=NC=NC2=CC(=C(C=C12)NC(C=CCN1CCCCC1)=O)SC 4-Piperidin-1-yl-but-2-enoic acid [4-(3-chloro-4-fluoro-phenylamino)-7-methylsulfanyl-quinazolin-6-yl]-amide